CC=1C=C(C(=O)N)C=CC1C 3,4-dimethyl-benzamide